FC1=C(C=CC=C1)C=1N=COC1C1=C(C=CC=C1)F 4,5-bis(fluorophenyl)oxazole